NC1CN(C1)CC1=CN(C(O1)=O)[C@@H](C)C=1C=CC=C2C(=C(NC12)C(=O)O)C1=CC(=C(C=C1)CS(=O)(C)=N)F 7-[(1S)-1-{5-[(3-aminoazetidin-1-yl)methyl]-2-oxo-2,3-dihydro-1,3-oxazol-3-yl}ethyl]-3-(3-fluoro-4-{[imino(methyl)oxo-λ6-sulfanyl]methyl}phenyl)-1H-indole-2-carboxylic acid